C[Si](C)(C)C#CC1=C(C(=C(C(=C1C)C#C[Si](C)(C)C)C)C#C[Si](C)(C)C)C 1,3,5-tris[(trimethylsilyl)ethynyl]-2,4,6-trimethylbenzene